capric acid anilide C(=O)(CCCCCCCCC)NC1=CC=CC=C1